OC=1C=CC=C2CCC(CC12)N(CCC)CCC 8-hydroxy-2-(di-n-propylamino)tetrahydronaphthalene